FC1=C(C=CC=C1)C1=CC(=CN1S(=O)(=O)C=1C=NC=C(C1)OCCCOC)CNC 1-(5-(2-fluorophenyl)-1-((5-(3-methoxypropoxy)pyridin-3-yl)sulfonyl)-1H-pyrrol-3-yl)-N-methylmethylamine